C(C)(=O)N1C[C@@H](CCC1)NC1=NC=C2N=C(N(C2=N1)C1CCC(CC1)C(=O)N)NC1=C(C=C(C=C1F)Cl)F (1S,4s)-4-(2-((R)-1-acetylpiperidin-3-ylamino)-8-(4-chloro-2,6-difluorophenylamino)-9H-purin-9-yl)cyclohexanecarboxamide